Cl.NCC(CSC)O 1-Amino-3-(methyl-sulfanyl)propan-2-ol hydrochloride